4-((4-(2-Cyclopropyloxazol-4-yl)pyridin-2-yl)((trans-4-(5-methoxy-6-methylpyridin-2-yl)cyclohexyl)methyl)carbamoyl)cyclohexyl (1-hydroxypropan-2-yl)carbamate OCC(C)NC(OC1CCC(CC1)C(N(C[C@@H]1CC[C@H](CC1)C1=NC(=C(C=C1)OC)C)C1=NC=CC(=C1)C=1N=C(OC1)C1CC1)=O)=O